COC(C1=C(C=C(C(=O)OC)C=C1)F)=O fluoroterephthalic acid dimethyl ester